FC1=C(CC2CCN(CC2)C(=O)OC)C=CC(=C1)NC(=O)OCC1=CN=CO1 methyl 4-(2-fluoro-4-(((oxazol-5-ylmethoxy)carbonyl)amino)benzyl)piperidine-1-carboxylate